5-(5-cyclopropylisoxazol-3-yl)-7-(oxetan-3-yl)-7H-pyrrolo[2,3-d]pyrimidin-4-amine C1(CC1)C1=CC(=NO1)C1=CN(C=2N=CN=C(C21)N)C2COC2